N1C=CC=2C1=NC=CC2C(C)OC=2C=C1C(=NNC1=CC2)C=2C=CC(=NC2)N2CCC1(CCOC1)CC2 8-(5-(5-(1-(1H-pyrrolo[2,3-b]pyridin-4-yl)ethoxy)-1H-indazol-3-yl)pyridin-2-yl)-2-oxa-8-azaspiro[4.5]decane